(2,5,8,11,14,17,20,23,26,29,32,35,38,41,44,47,50,53,56,59,62,65,68,71-tetracosaoxatriheptacontan-73-yl)pentanediamide COCCOCCOCCOCCOCCOCCOCCOCCOCCOCCOCCOCCOCCOCCOCCOCCOCCOCCOCCOCCOCCOCCOCCOCCC(C(=O)N)CCC(=O)N